ClC=1N=C(N2C1C(=CC(=C2)S(=O)(=O)NC2(CC2)C)N2CCC(CC2)C(C)(C)O)C=2SC(=NN2)C(F)F 1-chloro-3-(5-(difluoromethyl)-1,3,4-thiadiazol-2-yl)-8-(4-(2-hydroxypropan-2-yl)piperidin-1-yl)-N-(1-methylcyclopropyl)imidazo[1,5-a]pyridine-6-sulfonamide